BrC=1N=C(N(N1)C1OCCCC1)C(CC(C1=C(C(=CC=C1)F)F)O[Si](C)(C)C(C)(C)C)O 1-(5-bromo-2-tetrahydropyran-2-yl-1,2,4-triazol-3-yl)-3-[tert-butyl-(dimethyl)silyl]oxy-3-(2,3-difluorophenyl)propan-1-ol